acrylic acid methyl ester COC(C=C)=O